(3R)-6-amino-3-methyl-1-[(1S)-1-phenylethyl]-7-(trifluoromethyl)-3H-pyrido[2,3-b][1,4]oxazin-2-one NC=1C(=CC2=C(O[C@@H](C(N2[C@@H](C)C2=CC=CC=C2)=O)C)N1)C(F)(F)F